CC1(NC(CC(C1)CCCCCCCCCCCCCCCCCC(=O)O)(C)C)C.FCC1=C(C=C)C=CC=C1 2-(fluoromethyl)styrene 2,2,6,6-tetramethyl-4-piperidinestearate